[Ni].BrC1=C(C(=C([C-]1C1=CC=CC=C1)P)P)Br.[C-]1(C=CC=C1)C1=CC=CC=C1.[Fe+2] dibromo(1,1'-diphenylbisphosphinoferrocene) nickel